4-(dimethylamino)phenyl isocyanate CN(C1=CC=C(C=C1)N=C=O)C